C1(=CC(=CC=C1)N)C1=CC=CC=C1 [1,1'-biphenyl]-3-amine